(R)-9-Oxo-8-(5-phenyl-1,3,4-thiadiazol-2-yl)octahydro-2H-pyrazino[1,2-a]pyrazin O=C1N(CCN2[C@@H]1CNCC2)C=2SC(=NN2)C2=CC=CC=C2